O=C1N(CCCC1)CC1CCN(CC1)C(=O)OC(C)(C)C tert-butyl 4-((2-oxopiperidin-1-yl)methyl)piperidine-1-carboxylate